tert-Butyl 3-((1,3-dioxoisoindolin-2-yl)methyl)-4-methylpiperazine-1-carboxylate O=C1N(C(C2=CC=CC=C12)=O)CC1CN(CCN1C)C(=O)OC(C)(C)C